rac-(3R,4S)-3-(4-chlorophenyl)-4-fluoro-pyrrolidine ClC1=CC=C(C=C1)[C@@H]1CNC[C@H]1F |r|